tert-butyl (S)-4-(6-cyclopropyl-1-(2-isopropyl-4-methylpyridin-3-yl)-7-(8-methylnaphthalen-1-yl)-2-oxo-1,2-dihydropyrido[2,3-d]pyrimidin-4-yl)-3-methylpiperazine-1-carboxylate C1(CC1)C1=CC2=C(N(C(N=C2N2[C@H](CN(CC2)C(=O)OC(C)(C)C)C)=O)C=2C(=NC=CC2C)C(C)C)N=C1C1=CC=CC2=CC=CC(=C12)C